C(#N)C[C@H](CC(=O)N[C@H]1CCC=2C=3C1=C1C(=NC3C=C(C2C)F)C2=CC3=C(C(N2C1)=O)COC([C@]3(O)CC)=O)O (R)-4-cyano-N-((1S,9S)-9-ethyl-5-fluoro-9-hydroxy-4-methyl-10,13-dioxo-2,3,9,10,13,15-hexahydro-1H,12H-benzo[de]pyrano[3',4':6,7]indolizino[1,2-b]quinolin-1-yl)-3-hydroxybutanamide